OCC(C)=O 3-hydroxypropan-2-one